3,5-bis(tetraaminophenyl)phenylboronic acid NC=1C(=C(C(=C(C1)C=1C=C(C=C(C1)C1=C(C(=C(C(=C1)N)N)N)N)B(O)O)N)N)N